N-tert-butyl-2-{[2-(4,5-dimethylpyridin-2-yl)-5H,6H,7H-cyclopenta[d]pyrimidin-4-yl](methyl)amino}acetamide C(C)(C)(C)NC(CN(C)C=1C2=C(N=C(N1)C1=NC=C(C(=C1)C)C)CCC2)=O